3,3-Dimethoxy-1-methylcyclobutanecarbonitrile COC1(CC(C1)(C#N)C)OC